C(CCCCCCCCCCCCC)N1C=[NH+]C=C1 1-(1-tetradecyl)imidazolium